1-(6-ethoxypyridin-3-yl)-1H-benzo[d]imidazol-2(3H)-one C(C)OC1=CC=C(C=N1)N1C(NC2=C1C=CC=C2)=O